2-(2-((2-phenyl-4-(2',3',4',5'-tetrahydro-[1,1'-biphenyl]-4-yl)-1H-benzo[d]imidazol-1-yl)methyl)phenyl)acetic acid C1(=CC=CC=C1)C1=NC2=C(N1CC1=C(C=CC=C1)CC(=O)O)C=CC=C2C2=CC=C(C=C2)C=2CCCCC2